COCCN1C(C2=CC=C(C=C2C1)B1OC(C(O1)(C)C)(C)C)=O 2-(2-methoxyethyl)-5-(4,4,5,5-tetramethyl-1,3,2-dioxaborolan-2-yl)isoindolin-1-one